NCC1CCN(CC1)C(N)=N 4-(amino-methyl)piperidine-1-carboximidamide